2,4-diacetamido-2,4-dideoxy-1-(4-methoxybenzyl)-β-D-mannopyranose C(C)(=O)N[C@@H]1[C@](O)(O[C@@H]([C@H]([C@@H]1O)NC(C)=O)CO)CC1=CC=C(C=C1)OC